Cl.Cl.N1C=CC=C1N Pyrrole-5-amine dihydrochloride